CC1=NC2=CC=CC(=C2C(N1C1C(NC(CC1)=O)=O)=O)NCC1=CC=C(C=C1)N1CCOCC1 3-(2-methyl-5-((4-morpholinobenzyl)amino)-4-oxoquinazolin-3(4H)-yl)piperidine-2,6-dione